(1r,3r)-3-(trifluoro-methyl)cyclobutan-1-amine FC(C1CC(C1)N)(F)F